ditert-butyl-[6-methoxy-3-methyl-2-(2,4,6-triisopropylphenyl)phenyl]phosphane C(C)(C)(C)P(C1=C(C(=CC=C1OC)C)C1=C(C=C(C=C1C(C)C)C(C)C)C(C)C)C(C)(C)C